5-(2-(4-((3-Chloro-4-(trifluoromethoxy)benzyl)amino)butoxy)ethoxy)-3-(methylamino)pyrimido[4,5-c]quinoline-8-carboxylic acid ClC=1C=C(CNCCCCOCCOC2=NC=3C=C(C=CC3C3=C2N=C(N=C3)NC)C(=O)O)C=CC1OC(F)(F)F